FC1=C2C=C(C(NC2=CC=C1F)=O)C1(CC1)C(=O)O 1-(5,6-Difluoro-2-oxo-1,2-dihydroquinolin-3-yl)cyclopropane-1-carboxylic acid